BrC=1C=CC=C(C=O)C1 5-bromobenzaldehyde